N(CC(=O)OC)CC(=O)OCCC1=CC=CC=C1 phenethyl methyl iminodiacetate